difluoro[2-(trifluoromethyl)thiophen-3-yl]acetic acid FC(C(=O)O)(C1=C(SC=C1)C(F)(F)F)F